C(CCC)C(COC(CCCCCCCCC(CCCCCCCCC(=O)OCC(CCCCCC)CCCC)N(C(CCN1CCCC1)=O)CCCCCCCCCC)=O)CCCCCC bis(2-butyloctyl)10-(N-decyl-3-(pyrrolidin-1-yl)propanamido)nonadecanedioate